Cl.FC1=C(C=CC(=C1)F)C(C(F)(F)F)N 1-(2,4-difluorophenyl)-2,2,2-trifluoroethan-1-amine hydrochloride